4-(2-(3-(3-chloro-2-fluoro-6-(1H-tetrazol-1-yl)phenyl)acryloyl)-1,2,3,4-tetrahydroisoquinoline-1-carboxamido)benzoic acid ClC=1C(=C(C(=CC1)N1N=NN=C1)C=CC(=O)N1C(C2=CC=CC=C2CC1)C(=O)NC1=CC=C(C(=O)O)C=C1)F